C(C#CCCCCCC)(=O)N 2-nonynamide